3-(2-(5-benzylidene-3-(4-methylphenyl)-4-oxothiazolidine-2-ylidene)hydrazono)-5-bromo-1H-indol-2-one C(C1=CC=CC=C1)=C1C(N(C(S1)=NN=C1C(NC2=CC=C(C=C12)Br)=O)C1=CC=C(C=C1)C)=O